5-(8-((1R,2R)-2-(3,5-difluorophenyl)cyclopropyl)imidazo[1,2-b]pyridazin-6-yl)pyrimidine-2,4(1H,3H)-dione FC=1C=C(C=C(C1)F)[C@H]1[C@@H](C1)C=1C=2N(N=C(C1)C=1C(NC(NC1)=O)=O)C=CN2